5-((6-methylpyridin-3-yl)oxy)-4-nitrothiophene-2-carboxylic acid ethyl ester C(C)OC(=O)C=1SC(=C(C1)[N+](=O)[O-])OC=1C=NC(=CC1)C